C(C)C1=NC(=NO1)C=1C=C2CC[C@H](C2=CC1)NC(=O)OCC1CNC1 (R)-3-((((5-(5-Ethyl-1,2,4-oxadiazol-3-yl)-2,3-dihydro-1H-inden-1-yl)carbamoyl)oxy)-methyl)azetidin